glycidyl levulinate C(CCC(=O)C)(=O)OCC1CO1